(1e)-(N-[3-(cyclohepta-2,4,6-trienyl)prop-2-ynyl]-4-methyl-N-[3-(4-methylphenyl)prop-2-ynyl]benzenesulfonamide) C1(C=CC=CC=C1)C#CCN(S(=O)(=O)C1=CC=C(C=C1)C)CC#CC1=CC=C(C=C1)C